N'-[4-[[3-[(4-chlorophenyl)methyl]-1,2,4-thiadiazol-5-yl]-oxy]-2,5-dimethyl-phenyl]-N-ethyl-N-methyl-formamidine ClC1=CC=C(C=C1)CC1=NSC(=N1)OC1=CC(=C(C=C1C)N=CN(C)CC)C